5-methylpyrimidin-2-yl-cyclohexane-1,4-diamine CC=1C=NC(=NC1)C1(CCC(CC1)N)N